3-methoxy-pyrazine-2-carboxamide COC=1C(=NC=CN1)C(=O)N